(S)-N-(8-fluoro-6-oxo-1,4,5,6-tetrahydro-2H-pyrano[3,4-c]isoquinolin-1-yl)-N-methylbenzo[d]thiazole-6-carboxamide FC=1C=CC=2C3=C(NC(C2C1)=O)COC[C@H]3N(C(=O)C3=CC1=C(N=CS1)C=C3)C